C1(=CC=CC=C1)C1=C(C[C@H](N)C(=O)O)C=CC=C1 (S)-o-Phenylphenylalanine